ClC=1C=CC=C2C=CC=C(C12)C1=C(C=2N=C(N=C(C2C=N1)N([C@H]1CN(CC1)C(=O)OC(C)(C)C)C)OCC12CCCN2CCC1)F (R)-tert-butyl 3-((7-(8-chloronaphthalen-1-yl)-8-fluoro-2-((hexahydro-1H-pyrrolizin-7a-yl)methoxy)pyrido[4,3-d]pyrimidin-4-yl)(methyl)amino)pyrrolidine-1-carboxylate